C(C)(C)(C)N1N=C(C=C1NC=1C=CC2=C(C(N[SH2]2=O)=O)C1)[C@@H]1C[C@@H](CC1)O 5-({1-tert-butyl-3-[(1S,3R)-3-hydroxycyclopentyl]-1H-pyrazol-5-yl}amino)-2,3-dihydro-1λ6,2-benzothiazol-1,3-dione